N(=[N+]=[N-])[C@@H]1[C@H](CC2=CC=CC=C2C1)O (2S,3S)-3-azido-1,2,3,4-tetrahydronaphthalen-2-ol